ClC1N=C2SCCN2C1 6-chloro-2,3,5,6-tetrahydroimidazo[2,1-b]thiazole